ClC1=C2C=CNC2=CC(=C1)NC(NC(CC)C1=CC=NC=C1)=O 3-(4-chloro-1H-indol-6-yl)-1-[1-(pyridin-4-yl)propyl]urea